9-methyl-9-n-propoxycarbonyltetracyclo[6.2.1.13,6.02,7]Dodec-4-ene CC1(C2C3C4C=CC(C3C(C1)C2)C4)C(=O)OCCC